[NH4+].O.O.O.O.O.O.[O-]P(=O)([O-])[O-].[Mg+2] The molecule is a hydrate that is the hexahydrate form of ammonium magnesium phosphate. It is a constituent of urinary calculi. It has a role as a fertilizer. It is a hydrate and a phosphate mineral. It contains an ammonium magnesium phosphate.